ClC=1C=CC(=NC1)NC(=O)NC1=CC=C(C=C1)[C@@H]1CNCCC1 |r| (RS)-1-(5-Chloro-pyridin-2-yl)-3-(4-piperidin-3-yl-phenyl)-urea